((5-(hydroxymethyl)-4-(2-methylpyridin-4-yl)thiazol-2-yl)amino)benzenesulfonic acid OCC1=C(N=C(S1)NC1=C(C=CC=C1)S(=O)(=O)O)C1=CC(=NC=C1)C